2-methoxyethyl (1S,2R,5R)-2-(hydroxycarbamoyl)-3-((6-(4-(2,2,2-trifluoroethoxy)phenoxy)pyridin-3-yl)sulfonyl)-3,8-diazabicyclo[3.2.1]octane-8-carboxylate ONC(=O)[C@H]1[C@@H]2CC[C@H](CN1S(=O)(=O)C=1C=NC(=CC1)OC1=CC=C(C=C1)OCC(F)(F)F)N2C(=O)OCCOC